[Sn].[Au].[Cu].[Zn].[Pb] lead zinc copper gold tin